FC(C=1C=C(C=CC1)C=1C=C2C(=NC1)C=NN2CC=2C=NC(=CC2)C(F)(F)F)(F)F 6-[3-(Trifluoromethyl)phenyl]-1-[[6-(trifluoromethyl)-3-pyridyl]methyl]pyrazolo[4,3-b]pyridine